N=1C=C(N2C1C=CC=C2)C(=O)C2=C(C=CC=C2)OC imidazo[1,2-a]pyridin-3-yl-(2-methoxyphenyl)methanone